C(C)(CCC)O sec-pentylalcohol